1-propyl-1,4-diazabicyclo[2.2.2]octane-1-ium C(CC)[N+]12CCN(CC1)CC2